The molecule is the anhydrous form of the hydrochloride salt of lidocaine. It has a role as a local anaesthetic and an anti-arrhythmia drug. It contains a lidocaine. CC[NH+](CC)CC(=O)NC1=C(C=CC=C1C)C.[Cl-]